[(5,6-dimethoxypyridin-3-yl)methyl]({2-[(9R)-9-(pyridin-2-yl)-6-oxaspiro[4.5]decan-9-yl]ethyl})amine COC=1C=C(C=NC1OC)CNCC[C@]1(CCOC2(CCCC2)C1)C1=NC=CC=C1